1-phenylethylene C1(=CC=CC=C1)C=C